N4-(3,5,5-trimethyl-1-hexanoyl)-2'-deoxycytidine CC(CC(=O)NC1=NC(N([C@H]2C[C@H](O)[C@@H](CO)O2)C=C1)=O)CC(C)(C)C